S(=O)(=O)(O)C(C(=O)[O-])CC(=O)[O-].[Na+].[Na+].C(CC)(=O)NCCS N-propionyl-cysteamine di-sodium sulfosuccinate